ClC1=C(C2=C(NC(O[C@]23CN(CC3)C=3C=NC=C(C(=O)NCC2=CC=C(C=C2)CN2N=CC(=C2)C)C3)=O)C=C1)F (S)-5-(6-Chloro-5-fluoro-2-oxo-1,2-dihydrospiro[benzo[d][1,3]oxazine-4,3'-pyrrolidin]-1'-yl)-N-(4-((4-methyl-1H-pyrazol-1-yl)methyl)benzyl)nicotinamide